4-(3-chlorophenyl)-1-(4-(3,4-dichlorophenyl)-5-(isopropylsulfanyl)thiazol-2-yl)-3-methyl-1H-pyrazole-5-carboxylic acid ClC=1C=C(C=CC1)C=1C(=NN(C1C(=O)O)C=1SC(=C(N1)C1=CC(=C(C=C1)Cl)Cl)SC(C)C)C